FC(C1=NN(C(=C1)C(F)(F)F)CC(=O)N1CCC(CC1)C(N)=S)(F)F 1-(2-(3,5-bis(trifluoromethyl)-1H-pyrazol-1-yl)acetyl)piperidine-4-carbothioamide